N-[1-(4-hydroxyphenyl)azetidin-3-yl]-1H-indole-6-sulfonamide OC1=CC=C(C=C1)N1CC(C1)NS(=O)(=O)C1=CC=C2C=CNC2=C1